6-acetyl-5-(4-bromo-2-chloro-6-methylphenoxy)-3-(4-methoxybenzyl)pyrimidin-4(3H)-one C(C)(=O)C1=C(C(N(C=N1)CC1=CC=C(C=C1)OC)=O)OC1=C(C=C(C=C1C)Br)Cl